4'-azido-2'-deoxy-2'-fluorocytidine N(=[N+]=[N-])[C@]1([C@H]([C@H]([C@@H](O1)N1C(=O)N=C(N)C=C1)F)O)CO